CC1=C(C=C(C=C1)NC(=O)N1C[C@@H](CC1)C(F)(F)F)C=1C=NC(=C(C1)N1CCOCC1)OC1CCOCC1 (3R)-N-[4-methyl-3-[5-(morpholin-4-yl)-6-(oxan-4-yloxy)pyridin-3-yl]phenyl]-3-(trifluoromethyl)pyrrolidine-1-carboxamide